N-(3-chloro-4-((4-fluorobenzyl)oxy)phenyl)-7-methoxy-6-(piperidin-4-yloxy)quinazolin-4-amine ClC=1C=C(C=CC1OCC1=CC=C(C=C1)F)NC1=NC=NC2=CC(=C(C=C12)OC1CCNCC1)OC